N-(n-butyl)amide C(CCC)[NH-]